(M)-(6aR,7aS)-4-(4-fluoro-3-hydroxy-1-naphthalenyl)-2-(2-(2-propenoyl)-2,6-diazaspiro[3.4]octan-6-yl)-6,6a,7,7a-tetrahydro-5H-cyclopropa[h]quinoline-3-carbonitrile FC1=C(C=C(C2=CC=CC=C12)C1=C(C(=NC=2[C@@H]3[C@H](CCC12)C3)N3CC1(CN(C1)C(C=C)=O)CC3)C#N)O